C(C)(C)(C)OC(=O)N1C(CCC(=CC1)C1=C(C(=CC=2CCOC21)NC2=NC(=CC(=N2)C)NC)F)CF (fluoromethyl)-5-[6-fluoro-5-[[4-methyl-6-(methylamino)pyrimidin-2-yl]amino]-2,3-dihydrobenzofuran-7-yl]-2,3,4,7-tetrahydroazepine-1-carboxylic acid tert-butyl ester